CS(=O)(=O)O[C@H]1C=C([C@H]2OC(O[C@H]21)(C)C)CO[Si](C)(C)C(C)(C)C (3aR,4S,6aR)-6-(((tert-butyldimethylsilyl)oxy)methyl)-2,2-dimethyl-3a,6a-dihydro-4H-cyclopenta[d][1,3]dioxol-4-yl methanesulfonate